3-(thiazolidine-3-carbonyl)azetidine-1-carboxylic acid tert-butyl ester C(C)(C)(C)OC(=O)N1CC(C1)C(=O)N1CSCC1